1-(2,4-difluoro-6-(1H-benzimidazol-5-yl)phenyl)ethan-1-ol FC1=C(C(=CC(=C1)F)C1=CC2=C(NC=N2)C=C1)C(C)O